C1(CC1)N1N=C(C=C1)[C@H]1CN(C[C@H](O1)C)C1=NC2=NC(=C(N=C2C(=N1)C1=C(C=C(C=C1)F)F)C)C (2R,6R)-2-(1-cyclopropylpyrazol-3-yl)-4-[4-(2,4-difluorophenyl)-6,7-dimethyl-pteridin-2-yl]-6-methyl-morpholine